C1(=CCCC1)C1=C(N=CN1COCC[Si](C)(C)C)C1CC1 2-[[5-(cyclopenten-1-yl)-4-cyclopropyl-imidazol-1-yl]methoxy]ethyl-trimethyl-silane